2-fluoro-6-(1-(4-fluoro-3-methylphenyl)-5-hydroxy-2-isopropyl-1H-indol-3-yl)spiro[3.3]heptane-2-carboxylic acid FC1(CC2(C1)CC(C2)C2=C(N(C1=CC=C(C=C21)O)C2=CC(=C(C=C2)F)C)C(C)C)C(=O)O